CC1(COC1)CCO 2-(3-methyloxetan-3-yl)ethan-1-ol